ClC1=C(C=C(C(=C1)F)N1C(C=2CCCCC2C1=O)=O)NC(=O)C1CCCCC1 N-(2-chloro-5-(1,3-dioxo-1,3,4,5,6,7-hexahydro-2H-isoindol-2-yl)-4-fluorophenyl)cyclohexanecarboxamide